FC(OC=1C=C(OC2CCC3=CC(=CC=C23)NC(C=C)=O)C=CC1)(F)F N-(1-(3-(trifluoromethoxy)-phenoxy)-2,3-dihydro-1H-inden-5-yl)acrylamide